1-(5-chloro-2-hydroxyphenyl)-3-(3,4-dimethoxyphenyl)propane-1,3-dione ClC=1C=CC(=C(C1)C(CC(=O)C1=CC(=C(C=C1)OC)OC)=O)O